tert-butyl N-(tert-butoxycarbonyl)-N-(4-{[5-(5-chloro-2-fluorophenyl)-4-methylpyridin-3-yl]methyl}-3-fluoropyridin-2-yl)carbamate C(C)(C)(C)OC(=O)N(C(OC(C)(C)C)=O)C1=NC=CC(=C1F)CC=1C=NC=C(C1C)C1=C(C=CC(=C1)Cl)F